trans-1-methyl-1,3-butadiene C\C=C\C=C